Cl.Cl.C[C@@H]1N(CCN(C1)C)[C@@H]1[C@@H](NCC1)C (S)-2,4-Dimethyl-1-((2S,3S)-2-methylpyrrolidin-3-yl)piperazine dihydrochloride